C(N)(=N)C=1C=C(C=CC1C)NC(C1=C(N=C(C(=C1)Cl)C)N1CCC(CCC1)(F)F)=O N-(3-amidino-4-methylphenyl)-5-chloro-2-(4,4-difluoroazepan-1-yl)-6-methylnicotinamide